CN1C(=NC(=C1)NC(CCNC(=O)C=1NC=C(C1)NC(=O)C=1N(C=CN1)C)=O)C(=O)O 1-methyl-4-(3-{[4-(1-methylimidazole-2-amido)-1H-pyrrol-2-yl]formamido}propanamido)imidazole-2-carboxylic acid